CS(=O)(=O)OC\C=C/1\C(N(CC1)C(=O)OC(C)(C)C)=O tert-butyl (E)-3-(2-((methylsulfonyl)oxy)ethylidene)-2-oxopyrrolidine-1-carboxylate